NC([C@H]([C@@H](C)O)N1C(C2(C1)N(CCCC2)C(=O)OC(C)(C)C)=O)=O tert-butyl 2-((2S,3R)-1-amino-3-hydroxy-1-oxobutan-2-yl)-1-oxo-2,5-diazaspiro[3.5]nonane-5-carboxylate